N1=C(C=CC=C1)SSCCO 2-(2-(Pyridin-2-yl)disulfanyl)ethanol